(S)-1-((3-(ethoxymethyl)-1-(2-(6-methylpyridin-3-yl)propan-2-yl)pyrrolidin-3-yl)methyl)-3-ethyl-5-fluoro-1,3-dihydro-2H-benzo[d]imidazol C(C)OC[C@@]1(CN(CC1)C(C)(C)C=1C=NC(=CC1)C)CN1CN(C2=C1C=CC(=C2)F)CC